NCCCCCCCNC=1C=CC=2C(N(C(C3=CC=CC1C23)=[Se])CC)=[Se] 6-((7-aminoheptyl)amino)-2-ethyl-1H-benzo[de]isoquinoline-1,3(2H)-diselenone